CCC(C(=O)N)(O)C dimethyllactamide